N(C(=N)N)C1=CC=C2CCCN(C2=C1)CCC(=O)NCCC(=O)O 3-(3-(7-guanidino-3,4-dihydroquinolin-1(2H)-yl)propionamido)propanoic acid